boron bisphthalate C(C=1C(C(=O)[O-])=CC=CC1)(=O)[O-].C(C=1C(C(=O)O)=CC=CC1)(=O)[O-].[B+3]